3-[2-[4-[8-chloro-4-oxo-6-(trifluoromethyl)chromen-2-yl]phenoxy]ethoxy]cyclobutanecarboxylic acid ClC=1C=C(C=C2C(C=C(OC12)C1=CC=C(OCCOC2CC(C2)C(=O)O)C=C1)=O)C(F)(F)F